C(C)[C@H]1[C@@H](C[C@H](N(C1)C1=CC(N(C=2C=CC(=NC12)C#N)C)=O)C)OC1=NC=C(C=C1)OC(C)C 8-((2r,4r,5r)-5-ethyl-4-((5-isopropoxypyridin-2-yl)oxy)-2-methylpiperidin-1-yl)-5-methyl-6-oxo-5,6-dihydro-1,5-naphthyridine-2-carbonitrile